C(C)OC(=O)CC=C(CCl)NCC(F)F 4-chloro-3-(2,2-difluoroethylamino)but-2-enecarboxylic acid ethyl ester